C(C1=CC=CC2=CC=CC=C12)C1=CC=CC2=CC=CC=C12.[Na] sodium methylenebis(naphthalene)